(R,Z)-1-(4-(4-((1-(3-(difluoromethyl)-2-fluorophenyl)ethyl)imino)-1,2-dimethyl-4,5,6,7-tetrahydro-1H-pyrrolo[3,4-d]pyrimidine-6-carbonyl)-4-fluoropiperidin-1-yl)ethan-1-one TFA salt OC(=O)C(F)(F)F.FC(C=1C(=C(C=CC1)[C@@H](C)\N=C/1\C2=C(N(C(=N1)C)C)CN(C2)C(=O)C2(CCN(CC2)C(C)=O)F)F)F